6-cyano-2-(naphthalen-2-yl)-2-phenylhexanoic acid methyl ester COC(C(CCCCC#N)(C1=CC=CC=C1)C1=CC2=CC=CC=C2C=C1)=O